tert-butyl (S)-3-((6-methoxyquinolin-5-yl)amino)pyrrolidine-1-carboxylate COC=1C(=C2C=CC=NC2=CC1)N[C@@H]1CN(CC1)C(=O)OC(C)(C)C